NC1=CC(=NC=C1N)C#N 4,5-diaminocyanopyridine